3-((3,5-difluoro-4-((2-(trifluoromethyl)pyridin-4-yl)oxy)benzyl)oxy)-7-hydroxy-7,8,8a,9-tetrahydropyrrolo[1',2':3,4]imidazo[1,2-c]pyrimidin-1(6H)-one FC=1C=C(COC=2C=C3N(C(N2)=O)CC2N3CC(C2)O)C=C(C1OC1=CC(=NC=C1)C(F)(F)F)F